CC1=CC=CC(=N1)C1=NNC=C1C1=CC2=CNN=C2C(=C1)C=1C=C(SC1)CN [4-[5-[3-(6-methylpyridin-2-yl)-1H-pyrazol-4-yl]-2H-indazol-7-yl]thiophen-2-yl]methanamine